NC1=C(N=CC(=N1)N1CCC2([C@@H]([C@@H](OC2)C)NCC=2C=C3CN(C(C3=CC2)=O)C2C(NC(CC2)=O)=O)CC1)SC1=CC(=NC=C1)N 3-(5-((((3S,4S)-8-(6-amino-5-((2-aminopyridin-4-yl)thio)pyrazin-2-yl)-3-methyl-2-Oxa-8-azaspiro[4.5]decane-4-yl)amino)methyl)-1-oxoisoindoline-2-yl)piperidine-2,6-dione